N'-(1,2-dimethylpropyl)-N'-[(3-methyl-2-pyridyl)methyl]oxamide CC(C(C)C)N(C(C(N)=O)=O)CC1=NC=CC=C1C